COC=1C=C(C(=O)O)C=CC1C=1C=NC(=CC1)NC([C@@H]1N(CCC1)C(NC1=CC(=C(C=C1)C(C)C)C)=O)=O 3-methoxy-4-{6-[(1-{[3-methyl-4-(propan-2-yl)phenyl]carbamoyl}-D-prolyl)amino]pyridin-3-yl}benzoic acid